4-((6-(methylamino)pyridin-2-yl)oxy)benzonitrile CNC1=CC=CC(=N1)OC1=CC=C(C#N)C=C1